cis-N-ethyl-3-((methylsulfonyl)amino)-2-(((cis-3-phenylcyclobutyl)oxy)methyl)-piperidine-1-carboxamide C(C)NC(=O)N1[C@H]([C@H](CCC1)NS(=O)(=O)C)CO[C@@H]1C[C@@H](C1)C1=CC=CC=C1